C(#N)C1=CC=C2C(=CC(=NC2=C1)C1=CC=C(C=C1)C(C(=O)OC)C)CN1CCOCC1 methyl 2-(4-(7-cyano-4-(morpholinomethyl)quinolin-2-yl)phenyl)propanoate